N(=[N+]=[N-])CC1(CC1)C1CCN(CC1)C1=CC=NC2=CC(=C(C=C12)OCF)OC 4-(4-(1-(azidomethyl)cyclopropyl)piperidin-1-yl)-6-(fluoromethoxy)-7-methoxyquinoline